C(C)(C)(C)OC(NC1=C(C=CC(=C1)N1CCN(CC1)C)N)=O (2-amino-5-(4-methylpiperazin-1-yl)phenyl)carbamic acid tert-butyl ester